(1S,2S)-2-(3-chlorophenyl)-N-(4-(((6-cyclopropyl-8-(7-hydroxyhexahydropyrrolo[1,2-a]pyrazin-2(1H)-yl)imidazo[1,2-a]pyridin-2-yl)methyl)amino)pyridin-2-yl)cyclopropane-1-carboxamide ClC=1C=C(C=CC1)[C@@H]1[C@H](C1)C(=O)NC1=NC=CC(=C1)NCC=1N=C2N(C=C(C=C2N2CC3N(CC2)CC(C3)O)C3CC3)C1